ClC=1C(=C2C=NNC2=C(C1F)N1C(N(CC1)C)=O)C=1C=CC=2N(C1)C=C(N2)NC(=O)[C@H]2[C@H](C2)F (1S,2S)-N-(6-(5-chloro-6-fluoro-7-(3-methyl-2-oxoimidazolin-1-yl)-1H-indazol-4-yl)imidazo[1,2-a]pyridin-2-yl)-2-fluorocyclopropane-1-carboxamide